4'-Chloro-3-methyl-5'-(3-(1-methyl-2-oxo-1,2-dihydropyridin-3-yl)phenyl)-1',2'-dihydrospiro[cyclopentane-1,3'-pyrrolo[2,3-b]pyridine]-3-carboxamide ClC1=C2C(=NC=C1C1=CC(=CC=C1)C=1C(N(C=CC1)C)=O)NCC21CC(CC1)(C(=O)N)C